2,3-bis(n-decyloxy)anthracene C(CCCCCCCCC)OC1=CC2=CC3=CC=CC=C3C=C2C=C1OCCCCCCCCCC